6-Methyl-pyridine-2-carboxylic acid (3-propylamino-adamantan-1-yl)-amide C(CC)NC12CC3(CC(CC(C1)C3)C2)NC(=O)C2=NC(=CC=C2)C